3-((5-(5-(difluoromethyl)-1,3,4-oxadiazole-2-yl)pyridine-2-yl)methyl)-1-(4-methoxybenzyl)quinazoline-2,4(1H,3H)-dione FC(C1=NN=C(O1)C=1C=CC(=NC1)CN1C(N(C2=CC=CC=C2C1=O)CC1=CC=C(C=C1)OC)=O)F